COC1=NC=C(C=N1)C#C[Si](C)(C)C 2-methoxy-5-((trimethylsilyl)ethynyl)pyrimidine